C(C1=CC=CC=C1)N1C(NC2=C1C=C(C=C2[N+](=O)[O-])C=2C(=NOC2C)C)=O 1-benzyl-6-(3,5-dimethylisoxazol-4-yl)-4-nitro-1H-benzo[d]imidazol-2(3H)-one